tertbutyl (2-acetamido-5-cyclopropylpyridin-4-yl)carbamate C(C)(=O)NC1=NC=C(C(=C1)NC(OC(C)(C)C)=O)C1CC1